tert-butyl N-(2,2,2-trifluoroethyl)glycinate FC(CNCC(=O)OC(C)(C)C)(F)F